4-((2R,3S,5R)-3-(2-fluoro-6-methoxyphenyl)-5-methyl-5-(trifluoromethyl)tetrahydrofuran-2-carboxamido)picolinamide FC1=C(C(=CC=C1)OC)[C@H]1[C@@H](O[C@](C1)(C(F)(F)F)C)C(=O)NC1=CC(=NC=C1)C(=O)N